Racemic-tert-butyl 1-(4-ethyl-6-fluoro-N-methyl-1H-indole-2-carboxamido)-8,9-difluoro-6-oxo-1,4,5,6-tetrahydrobenzo[c][1,7]naphthyridine-3(2H)-carboxylate C(C)C1=C2C=C(NC2=CC(=C1)F)C(=O)N(C)[C@@H]1C=2C3=C(C(NC2CN(C1)C(=O)OC(C)(C)C)=O)C=C(C(=C3)F)F |r|